N-((5-(2,6-dioxopiperidin-3-yl)-4-oxo-5,6-dihydro-4H-thieno[3,4-c]pyrrol-1-yl)-methyl)-2-(4-(1-methylpiperidin-4-yl)phenyl)-2-oxoacetamide O=C1NC(CCC1N1CC=2C(C1=O)=CSC2CNC(C(=O)C2=CC=C(C=C2)C2CCN(CC2)C)=O)=O